3-(3-chloro-2-nitroanilino)propan-1-ol ClC=1C(=C(NCCCO)C=CC1)[N+](=O)[O-]